(1R,2S)-1-dibenzylamino-2,6-dimethylindane C(C1=CC=CC=C1)N([C@@H]1[C@H](CC2=CC=C(C=C12)C)C)CC1=CC=CC=C1